phenanthramine C1(=CC=CC=2C3=CC=CC=C3C=CC12)N